ethyl (2-cyano-2-(2-(3,5-dichloro-4-((1-oxo-2-(4-(trifluoromethyl)benzyl)-1,2,3,4-tetrahydroisoquinolin-6-yl)oxy)phenyl)hydrazono)acetyl)carbamate C(#N)C(C(=O)NC(OCC)=O)=NNC1=CC(=C(C(=C1)Cl)OC=1C=C2CCN(C(C2=CC1)=O)CC1=CC=C(C=C1)C(F)(F)F)Cl